C12(CC3CC(CC(C1)C3)C2)C[C@@H](C(=O)O)NC(=O)OC(C)(C)C (S)-3-(adamantan-1-yl)-2-((tert-butoxycarbonyl)amino)propionic acid